C1COC=2C(OC=3C=CC=CC3C21)=O 1,2-dihydro-4H-furo[2,3-c]chromen-4-one